C1CC12CN(CC2)CC2=CC(=C1CN(C(C1=C2)=O)C2=NC(=CC(=C2)C=2C=C(C#N)C=CC2C2=NN=CN2C)N[C@@H](CC#N)C)C(F)(F)F 3-[2-(6-{5-azaspiro[2.4]heptan-5-ylmethyl}-1-oxo-4-(trifluoromethyl)-3H-isoindol-2-yl)-6-{[(2R)-1-cyanopropan-2-yl]amino}pyridin-4-yl]-4-(4-methyl-1,2,4-triazol-3-yl)benzonitrile